FC1=CC2=C(OC(CN2C(=O)OC(C)(C)C)CC(=O)NC=2C=NN(C2)CC(=O)N(CCOC2=CC=C(C=C2)C)C)C=C1 tert-butyl 6-fluoro-2-(2-((1-(2-(methyl(2-(p-tolyloxy)ethyl)amino)-2-oxoethyl)-1H-pyrazol-4-yl)amino)-2-oxoethyl)-2H-benzo[b][1,4]oxazine-4(3H)-carboxylate